COC1=CC=C2C(=CC(=NC2=C1)C1=CC=CC=C1)C(=O)NC=1SC=CN1 7-methoxy-2-phenyl-N-(thiazol-2-yl)quinoline-4-carboxamide